5-(4-isopropyl-4H-1,2,4-triazol-3-yl)-3-(3-(1-(tetrahydro-2H-pyran-4-yl)-1H-pyrazol-4-yl)phenyl)-1H-indazole C(C)(C)N1C(=NN=C1)C=1C=C2C(=NNC2=CC1)C1=CC(=CC=C1)C=1C=NN(C1)C1CCOCC1